CCCCCCCCCCCCCCCCCCCCCC(=O)O[C@H](COC(=O)CCCCCCCCCCCC)COP(=O)(O)OC[C@H](CO)O 1-tridecanoyl-2-docosanoyl-glycero-3-phospho-(1'-sn-glycerol)